2-methoxy-4-(methylthio)butanoic acid COC(C(=O)O)CCSC